FC=1C=C(C=CC1)N[C@@H]1CC2=CC=C(C=C2C1)NC(C=C)=O (R)-N-(2-((3-fluorophenyl)amino)-2,3-dihydro-1H-inden-5-yl)acrylamide